tert-butyl (4R)-4-[1-(2,6-dibenzyloxy-3-pyridyl)-5-fluoro-3-methyl-2-oxo-benzimidazol-4-yl]-3,3-difluoro-piperidine-1-carboxylate C(C1=CC=CC=C1)OC1=NC(=CC=C1N1C(N(C2=C1C=CC(=C2[C@@H]2C(CN(CC2)C(=O)OC(C)(C)C)(F)F)F)C)=O)OCC2=CC=CC=C2